[Si](C)(C)(C(C)(C)C)OCC1(CCC1)O ((tert-butyldimethylsilyloxy)methyl)cyclobutanol